rac-(4s,5r)-3-(3,4-difluorophenyl)-4,5-dimethyl-5-(trifluoromethyl)-4,5-dihydrofuran-2-carboxylic acid ethyl ester C(C)OC(=O)C=1O[C@]([C@H](C1C1=CC(=C(C=C1)F)F)C)(C(F)(F)F)C |r|